Cl.O=C1C2=C(C=NN1)N=C(N=C2NC2=CC=C(C=C2)CN2CCNCC2)N2CCC(CC2)C(=O)O 1-(5-oxo-4-((4-(piperazin-1-ylmethyl)phenyl)amino)-5,6-dihydropyrimido[4,5-d]pyridazin-2-yl)piperidine-4-carboxylic acid hydrochloride